ClC=1C=C2CCCC3(C2=CC1)COC1=CC=C2C(NS(CCCC4(CCOC(C5CCC5CN(C3)C1=C2)C4)O)(=O)=O)=O 6'-CHLORO-11-HYDROXY-3',4'-DIHYDRO-2'H,17H-SPIRO[8,22-DIOXA-15-THIA-1,16-DIAZAPENTACYCLO[16.7.2.17,11.03,6.021,26]OCTACOSA-18,20,26-TRIENE-24,1'-NAPHTHALEN]-17-ONE 15,15-DIOXIDE